(S)-2-((5-cyanopyrimidin-2-yl)amino)-4-((2-(methylsulfonyl)ethyl)(4-(5,6,7,8-tetrahydro-1,8-naphthyridin-2-yl)butyl)amino)butanoic acid C(#N)C=1C=NC(=NC1)N[C@H](C(=O)O)CCN(CCCCC1=NC=2NCCCC2C=C1)CCS(=O)(=O)C